C(C)(C)C1=CC=C(COC[C@H](CC2=CC=C(C=C2)C)N2C(N(C3=C2C=CC=C3)CC3=CC=C(C=C3)C)=N)C=C1 (S)-1-(1-(4-isopropylbenzyloxy)-3-p-tolylpropan-2-yl)-3-(4-methylbenzyl)-1H-benzo[d]imidazol-2(3H)-imine